tert-butyl (2S)-7-methyl-6-(pyrimidin-2-yl)-3,4-dihydro-1H-spiro[1,8-naphthyridine-2,3'-pyrrolidine]-1'-carboxylate CC1=C(C=C2CC[C@]3(CN(CC3)C(=O)OC(C)(C)C)NC2=N1)C1=NC=CC=N1